C1(CCC1)N1CCC(CC1)C=1N=C2N(C=C(C=C2F)C=2C=C(C=3N(N2)C=C(N3)C)C)C1 6-[2-(1-cyclobutyl-4-piperidyl)-8-fluoro-imidazo[1,2-a]pyridin-6-yl]-2,8-dimethyl-imidazo[1,2-b]pyridazine